CC(C=C)[Sn](OC(C)(C)C)(OC(C)(C)C)OC(C)(C)C 3-buten-2-yltri(tert-butoxy)tin